4,4'-[1,3-phenylenebis(1-methylethylene)]bis[2,3,6-trimethylphenol] C1(=CC(=CC=C1)C(CC1=C(C(=C(C(=C1)C)O)C)C)C)C(CC1=C(C(=C(C(=C1)C)O)C)C)C